FC(C1=CC(=NC=C1C(F)(F)F)OC1CC2(CN(C2)C(=O)OC(C)(C)C)C1)(F)F tert-Butyl 6-((4,5-bis(trifluoromethyl)pyridin-2-yl)oxy)-2-azaspiro[3.3]heptane-2-carboxylate